N1=CC=C(C2=NC=CC=C12)C1=CC(=NN1)NC1=CN=C2C(=N1)N(C=C2F)CC(C)(C)N N-(5-(1,5-naphthyridin-4-yl)-1H-pyrazol-3-yl)-5-(2-amino-2-methylpropyl)-7-fluoro-5H-pyrrolo[2,3-b]pyrazin-3-amine